C(C)(C)(C)OC(=O)N1[C@@H](COCC1)C=1C=C(C=C2CCN(CC12)C(=O)C=1C=NC(=NC1)C)C=1C=C2C(=NC1)NC=C2C (R)-3-[2-(2-methylpyrimidine-5-carbonyl)-6-(3-methyl-1H-pyrrolo[2,3-b]pyridin-5-yl)-1,2,3,4-tetrahydroisoquinolin-8-yl]morpholine-4-carboxylic acid tert-butyl ester